ClC1=C(N(C2=CC=CC=C12)COCC[Si](C)(C)C)C1=NNC2=NC=NC(=C21)N 3-(3-Chloro-1-((2-(trimethylsilyl)ethoxy)methyl)-1H-indol-2-yl)-1H-pyrazolo[3,4-d]pyrimidin-4-amine